Ethyl (2-oxopropyl)glycinate hydrochloride salt Cl.O=C(CNCC(=O)OCC)C